Cl.C1(CCCCC1)NN 1-cyclohexylhydrazine hydrochloride